3-((8-chloro-1-(2,6-dichloro-4-hydroxyphenyl)-2-methyl-4-oxo-1,4-dihydro-1,6-naphthyridin-5-yl)oxy)propanamide ClC=1C=NC(=C2C(C=C(N(C12)C1=C(C=C(C=C1Cl)O)Cl)C)=O)OCCC(=O)N